N-(3-iodopyridin-2-yl)formamide oxime IC=1C(=NC=CC1)NC=NO